FC(OC1=CC=C(C=C1)OC(F)(F)F)(F)F 4-(trifluoromethoxy)trifluoroanisole